N-(3-(5-(7-cyano-5-(hydroxymethyl)benzo[d]oxazol-2-yl)-4-methylpyridin-3-yl)-2-methylphenyl)-5-methyl-4,5,6,7-tetrahydrothiazolo[5,4-c]pyridine-2-carboxamide C(#N)C1=CC(=CC=2N=C(OC21)C=2C(=C(C=NC2)C=2C(=C(C=CC2)NC(=O)C=2SC=1CN(CCC1N2)C)C)C)CO